ClC[C@H](COC1=C(C=C(C=C1)S(=O)(=O)C1=CC(=C(C=C1)OC[C@H](CN1C=NC=C1)O)Cl)Cl)O (S)-1-chloro-3-(2-chloro-4-((3-chloro-4-((S)-2-hydroxy-3-(1H-imidazol-1-yl)propoxy)phenyl)sulfonyl)phenoxy)propan-2-ol